C(#N)C=1C(=NC(=C(C1CC)C#N)N1CCC2(CNC2)CC1)SC(C(=O)N)C1=CC=CC=C1 2-((3,5-dicyano-4-ethyl-6-(2,7-diazaspiro[3.5]non-7-yl)pyridin-2-yl)sulfanyl)-2-phenylacetamide